6-Nitro-1-[[2-(trimethylsilyl)ethoxy]methyl]indole [N+](=O)([O-])C1=CC=C2C=CN(C2=C1)COCC[Si](C)(C)C